ClC=1C=C(C=C(C1C(=O)N1COC2=C(C1)C=CC=C2C2=C(C=C(C(=C2)N2CCOCC2)C(=O)OC)F)Cl)N2[C@H](CNCC2)C(=O)O |r| rac-1-[3,5-Dichloro-4-[8-(2-fluoro-4-methoxycarbonyl-5-morpholin-4-ylphenyl)-2,4-dihydro-1,3-benzoxazine-3-carbonyl]phenyl]piperazine-2-carboxylic acid